1-(6-(trimethoxysilyl)hexyl)urea CO[Si](CCCCCCNC(=O)N)(OC)OC